The molecule is a poly(ether) macromolecule that is polyethylene glycol in which one of the terminal hydroxy groups has been converted to the corresponding p-octylphenyl ether. A nonionic, non-denaturing detergent, it is used for solubilising membrane proteins during isolation of membrane-protein complexes. n ~ 8. It has a role as a detergent. It is an aromatic ether, a poly(ethylene glycol) derivative and a hydroxypolyether. It derives from a 4-octylphenol. CCCCCCCCC1=CC=C(C=C1)OCCO